(2-Acetamido-5-(N-hydroxycarbamimidoyl)pyridin-4-yl)carbamic acid tert-butyl ester C(C)(C)(C)OC(NC1=CC(=NC=C1C(NO)=N)NC(C)=O)=O